2-ethyl-4,6-dihydroxyl-3-methylbenzaldehyde C(C)C1=C(C=O)C(=CC(=C1C)O)O